Trimethylammonio-Acetat C[N+](C)(C)CC(=O)[O-]